C(C)(C)(C)N(C(O)=O)C1=C(C=C(C=C1NC)F)Cl.O(C1=CC=CC=C1)[Si](CCC)(OC1=CC=CC=C1)OC1=CC=CC=C1 triPhenoxy(propyl)silane tert-butyl-(2-chloro-4-fluoro-6-(methylamino)phenyl)carbamate